tert-butyl 4,4-difluoro-2-(1-(3-fluoro-5-nitropyridin-2-yl)-1H-1,2,4-triazol-3-yl)pyrrolidine-1-carboxylate FC1(CC(N(C1)C(=O)OC(C)(C)C)C1=NN(C=N1)C1=NC=C(C=C1F)[N+](=O)[O-])F